C(C)(C)(C)N1[C@@H](CN(C[C@@H]1C)C=1N=NC(=CC1)NC(=O)C1=CC=2N(C=C1OCC)N=C(C2)C)C tert-butyl-(2R,6S)-4-(6-(6-ethoxy-2-methylpyrazolo[1,5-a]pyridine-5-carboxamido)pyridazin-3-yl)-2,6-dimethylpiperazine